(S)-6-amino-2-((R)-4-((3R,5R,8R,9S,10S,13R,14S,17R)-3-hydroxy-10,13-dimethyl-hexaDecahydro-1H-cyclopenta[a]phenanthren-17-yl)pentanamido)hexanoic acid NCCCC[C@@H](C(=O)O)NC(CC[C@@H](C)[C@H]1CC[C@H]2[C@@H]3CC[C@@H]4C[C@@H](CC[C@@]4([C@H]3CC[C@]12C)C)O)=O